ClC1=CC=C2C=C(NC2=C1Cl)C(=O)N[C@H](C(=O)N[C@@H](C[C@H]1C(NC(C1)(C)C)=O)C#N)CC(C)(C)C 6,7-dichloro-N-((S)-1-(((S)-1-cyano-2-((R)-5,5-dimethyl-2-oxopyrrolidin-3-yl)ethyl)amino)-4,4-dimethyl-1-oxopentan-2-yl)-1H-indole-2-carboxamide